ClC=1C=C(C=CC1)C1=CN(C=2N=CN=C(C21)N(CCO)C)COCC[Si](C)(C)C 2-((5-(3-chlorophenyl)-7-((2-(trimethylsilyl)ethoxy)methyl)-7H-pyrrolo[2,3-d]pyrimidin-4-yl)(methyl)amino)ethanol